OC=1C(C2=CC=CC=C2C1)=O hydroxyindenone